N-(1,3-dioxaindol-5-yl)-3-(4-fluoro-2-nitrophenyl)-4,5-dimethyl-5-(trifluoromethyl)-4,5-dihydrofuran-2-carboxamide O1COC2=CC(=CC=C12)NC(=O)C=1OC(C(C1C1=C(C=C(C=C1)F)[N+](=O)[O-])C)(C(F)(F)F)C